ClC=1C=C(C=CC1)N1CCN(C2=CC=CC=C12)C(CN1CCCC1)=O 1-(4-(3-chlorophenyl)-3,4-dihydroquinoxalin-1(2H)-yl)-2-(pyrrolidin-1-yl)ethan-1-one